FC(C=1C=C(C=C(C1)C(F)(F)F)[C@@H](C)O)(F)F (R)-[3,5-bis(trifluoromethyl)phenyl]ethanol